ethyl 2-(4-(8-chloro-7-((2-methyl-1-((2-(trimethylsilyl)ethoxy)methyl)-1H-benzo[d]imidazol-6-yl)oxy)quinoxalin-2-yl)-1H-pyrazol-1-yl)acetate ClC=1C(=CC=C2N=CC(=NC12)C=1C=NN(C1)CC(=O)OCC)OC=1C=CC2=C(N(C(=N2)C)COCC[Si](C)(C)C)C1